4-hydroxy-1-[(2S)-3-methyl-2-(1-oxo-2,3-dihydro-1H-isoindol-2-yl)butanoyl]pyrrolidine-2-carboxamide OC1CC(N(C1)C([C@H](C(C)C)N1C(C2=CC=CC=C2C1)=O)=O)C(=O)N